(5-amino-2-(((1R,4R)-4-methoxycyclohexyl)amino)pyrido[4,3-d]pyrimidin-8-yl)benzenesulfonamide NC1=NC=C(C=2N=C(N=CC21)NC2CCC(CC2)OC)C2=C(C=CC=C2)S(=O)(=O)N